2H-pyran-4-boronic acid pinacol ester O1CC=C(C=C1)B1OC(C)(C)C(C)(C)O1